2-((S)-4-((R)-4-chloro-2'-(((R)-1-methylpyrrolidin-3-yl)methoxy)-2,3,5',8'-tetrahydro-6'H-spiro[inden-1,7'-quinazolin]-4'-yl)-1-(2-fluoroacryloyl)piperazin-2-yl)acetonitrile ClC1=C2CC[C@@]3(CCC=4C(=NC(=NC4C3)OC[C@H]3CN(CC3)C)N3C[C@@H](N(CC3)C(C(=C)F)=O)CC#N)C2=CC=C1